2-methyl-5-[(1S,2S,3S,4R,5S)-2,3,4-Tribenzyloxy-1-(1-hydroxy-1-methyl-ethyl)-6,8-dioxabicyclo[3.2.1]Octane-5-yl]Benzene CC1=CC=C(C=C1)[C@]12[C@@H]([C@H]([C@@H]([C@](CO1)(O2)C(C)(C)O)OCC2=CC=CC=C2)OCC2=CC=CC=C2)OCC2=CC=CC=C2